2-(tert-butylamino)-5-methyl-4-(p-methoxyphenyl)-6H-1,3-oxazin-6-one C(C)(C)(C)NC=1OC(C(=C(N1)C1=CC=C(C=C1)OC)C)=O